ClC=1C2=C(SC1C(=O)C1=C(C=CC(=C1)F)C)C=C(C=C2)OC (3-chloro-6-methoxybenzo[b]thiophen-2-yl)(5-fluoro-2-methylphenyl)methanone